OCC(=O)N(CC=1SC(=CC1)C(CSC=1C=2C(N=C(N1)C(F)(F)F)=NN(C2)C)=O)C 2-hydroxy-N-methyl-N-((5-(2-((2-methyl-6-(trifluoromethyl)-2H-pyrazolo[3,4-d]pyrimidin-4-yl)thio)acetyl)thiophen-2-yl)methyl)acetamide